C(C)OC1CCNC1 4-ethoxypyrrolidin